3-(5-((1-isopropyl-1H-pyrazol-4-yl)amino)-2-methylpyridin-3-yl)-N-(4-methoxybenzyl)-N-methyl-1,6-naphthyridin-7-amine C(C)(C)N1N=CC(=C1)NC=1C=C(C(=NC1)C)C=1C=NC2=CC(=NC=C2C1)N(C)CC1=CC=C(C=C1)OC